4-[4-[2-[4-[8-(5-acetyl-1-tetrahydropyran-4-yl-6,7-dihydro-4H-pyrazolo[4,3-c]pyridin-3-yl)-3-isoquinolyl]pyrazol-1-yl]ethyl]-1-piperidyl]benzoic acid C(C)(=O)N1CC2=C(CC1)N(N=C2C=2C=CC=C1C=C(N=CC21)C=2C=NN(C2)CCC2CCN(CC2)C2=CC=C(C(=O)O)C=C2)C2CCOCC2